rac-(1S*,2S*)-2-(4-chloropyridin-2-yl)-N-(4-(((6-cyclopropylimidazo[1,2-a]pyridin-2-yl)methyl)amino)pyridin-2-yl)cyclopropane-1-carboxamide ClC1=CC(=NC=C1)[C@@H]1[C@H](C1)C(=O)NC1=NC=CC(=C1)NCC=1N=C2N(C=C(C=C2)C2CC2)C1 |r|